C(C1=CC=CC=C1)NC(C(=O)NC1=CC=C2C(=N1)NC(=C2)C2=C(C=CC(=C2)C#N)C(F)(F)F)=O N1-Benzyl-N2-(2-(5-cyano-2-(trifluoromethyl)phenyl)-1H-pyrrolo[2,3-b]pyridin-6-yl)oxalamide